(S)-6'-bromo-5'-fluoro-8-methoxy-6-(trifluoromethyl)-3',4'-dihydro-2'H,3H-spiro[imidazo[1,2-a]pyridine-2,1'-naphthalene] BrC=1C(=C2CCC[C@@]3(C2=CC1)N=C1N(C=C(C=C1OC)C(F)(F)F)C3)F